CN1C(OC2=C1C=C(C=C2)CC(=O)O)=O 2-(3-Methyl-2-oxo-2,3-dihydrobenzo[d]oxazol-5-yl)acetic acid